2-methyl-5-{2-[methyl(piperidin-4-yl)amino][1,3]thiazolo[5,4-d]pyrimidin-5-yl}-2H-indazole-7-carbonitrile CN1N=C2C(=CC(=CC2=C1)C=1N=CC2=C(N1)SC(=N2)N(C2CCNCC2)C)C#N